2-bromo-6-(methylthio)pyridin-4-amine BrC1=NC(=CC(=C1)N)SC